FC=1C=C(CN2C(C3=CC=C(C=C3C(C2)C(=O)O)C2=C(C=CC=C2)C(F)(F)F)=O)C=CC1C(F)(F)F 2-(3-fluoro-4-(trifluoromethyl)benzyl)-1-oxo-6-(2-(trifluoromethyl)phenyl)-1,2,3,4-tetrahydroisoquinoline-4-carboxylic acid